FC=1C=C(C#N)C=C(C1)CN(C)[C@@H](CO)COCCCCCCCCCCCCCCCCCC (S)-3-fluoro-5-(((1-hydroxy-3-(octadecyloxy)propan-2-yl)(methyl)amino)methyl)benzonitrile